CN1N=CC(=C1)CCO 2-(1-methyl-1H-pyrazol-4-yl)ethan-1-ol